C(C=C)(=O)N.N[C@H](C)C(=O)O D-alanine-acrylamide